OC1=C(C=C(CC2C(OC(OC2=O)(C)C)=O)C=C1)OC 5-(4-hydroxy-3-methoxyl-benzyl)-2,2-dimethyl-1,3-dioxane-4,6-dione